5-butyl-N-hydroxypicolinamide C(CCC)C=1C=CC(=NC1)C(=O)NO